2,4-dichloro-6-methoxy-7-[3-(pyrrolidin-1-yl)propoxy]quinazoline ClC1=NC2=CC(=C(C=C2C(=N1)Cl)OC)OCCCN1CCCC1